COC=1C=CC(=NC1)CNC 1-(5-methoxypyridin-2-yl)-N-methyl-methylamine